2-{3-[(1,3-benzothiazol-2-yl)amino]-4-methyl-5H,6H,7H,8H,9H-pyridazino[3,4-b]azepin-9-yl}-1,3-thiazole-4-carboxylic acid S1C(=NC2=C1C=CC=C2)NC2=C(C1=C(N(CCCC1)C=1SC=C(N1)C(=O)O)N=N2)C